benzo[b]thiophen-5-ylmethanamine hydrochloride Cl.S1C2=C(C=C1)C=C(C=C2)CN